[W]=O.[W] tungsten-tungsten oxide